4-isopropyl-2-((1S*,2S*)-2-methylcyclohexyl)isoquinolin-1(2H)-one C(C)(C)C1=CN(C(C2=CC=CC=C12)=O)[C@@H]1[C@H](CCCC1)C |o1:14,15|